O1COC2=C1C=CC(=C2)CN2C1=C(OCC2=O)C=C(C=C1)NC(=O)NC1=CC=C2C=CNC2=C1 1-(4-(benzo[d][1,3]dioxol-5-ylmethyl)-3-oxo-3,4-dihydro-2H-benzo[b][1,4]oxazin-7-yl)-3-(1H-indol-6-yl)urea